FC1=C(C=CC=C1)C1=NC(=NC=C1C)C(=O)N 4-(2-fluorophenyl)-5-methylpyrimidine-2-carboxamide